methyl (1r,4R)-5'-chloro-4-(3-chloroanilino)-2'-{(2R)-3-[(4-methoxyphenyl)methoxy]-2-methylpropyl}spiro[cyclohexane-1,1'-indene]-4-carboxylate ClC=1C=C2C=C(C3(C2=CC1)CCC(CC3)(C(=O)OC)NC3=CC(=CC=C3)Cl)C[C@H](COCC3=CC=C(C=C3)OC)C